3-(4-aminophenyl)pyridineacetic anhydride NC1=CC=C(C=C1)C=1C(=NC=CC1)CC(=O)OC(CC1=NC=CC=C1C1=CC=C(C=C1)N)=O